1,2-dimyristyloxy-propyl-3-dimethylhydroxyethylammonium bromide CCCCCCCCCCCCCC(=O)C(C(C)C)([N+](CCC)(C(=O)CCCCCCCCCCCCC)O)O.[Br-]